N-(3-chloro-5-methoxyisonicotinyl)-O-(4-(5,6,7,8-tetrahydro-1,8-naphthyridin-2-yl)butyl)-homoserine ClC1=C(CN[C@@H](CCOCCCCC2=NC=3NCCCC3C=C2)C(=O)O)C(=CN=C1)OC